C(C)NCCCCC ethylpentanylamine